NCCCOC1=NC(=NC(=C1C)C1=C(C=CC=C1C)C)NS(=O)(=O)C=1C=C(C(=O)O)C=CC1 3-[[4-(3-Aminopropoxy)-6-(2,6-dimethylphenyl)-5-methyl-pyrimidin-2-yl]sulfamoyl]benzoic acid